2-(4-bromophenyl)-pyrenoimidazole BrC1=CC=C(C=C1)C=1C=C2C=CC3=CC4=C(N=CN4)C=4C=CC(C1)=C2C43